(Z)-(2-(octadec-9-en-1-yloxy)-4-pentadecylphenyl)methanol C(CCCCCCC\C=C/CCCCCCCC)OC1=C(C=CC(=C1)CCCCCCCCCCCCCCC)CO